C(CS(=O)(=O)[O-])[NH3+] The molecule is the zwitterion formed from taurine by transfer of a proton from the sulfonyl to the amino group. It is the major species existing at physiological pH. It is a tautomer of a taurine.